C1(CC1)[C@@H]1CN(C[C@H]1C=O)C(=O)OC(C)(C)C trans-tert-butyl 3-cyclopropyl-4-formylpyrrolidine-1-carboxylate